(S)-8-chloro-6-(((1-(2,2-difluorobutyl)-1H-1,2,3-triazol-4-yl)(6-fluoro-2-methylpyridin-3-yl)methyl)amino)-4-(neopentylamino)quinoline-3-carbonitrile ClC=1C=C(C=C2C(=C(C=NC12)C#N)NCC(C)(C)C)N[C@@H](C=1C(=NC(=CC1)F)C)C=1N=NN(C1)CC(CC)(F)F